8-((3-fluorobenzyl)oxy)chroman-5-amine FC=1C=C(COC2=CC=C(C=3CCCOC23)N)C=CC1